tert-Butyl N-[2-acetyl-6,7-dichloro-10-(1-tetrahydropyran-2-ylpyrazol-4-yl)-3,4-dihydro-1H-pyrazino[1,2-a]indol-9-yl]carbamate C(C)(=O)N1CC=2N(C=3C(=C(C=C(C3C2C=2C=NN(C2)C2OCCCC2)NC(OC(C)(C)C)=O)Cl)Cl)CC1